N-(4-(4-(Pyridin-2-yl)piperazin-1-yl)phenyl)-2,3-dihydrobenzo[b][1,4]dioxin-6-carboxamid N1=C(C=CC=C1)N1CCN(CC1)C1=CC=C(C=C1)NC(=O)C1=CC2=C(OCCO2)C=C1